OC(CC=C)(CC=C)C12OCC(C1)(C2)NC(OC(C)(C)C)=O tert-butyl (1-(4-hydroxyhepta-1,6-dien-4-yl)-2-oxabicyclo[2.1.1]hexan-4-yl)carbamate